NCCCC(CCCCN)CN 1,8-diamino-4-aminomethyl-octane